3-(((6-chloro-2-(trifluoromethyl)quinolin-4-yl)amino)methyl)-3-(4-fluoro-1H-pyrazol-1-yl)-N-methylazetidine-1-carboxamide ClC=1C=C2C(=CC(=NC2=CC1)C(F)(F)F)NCC1(CN(C1)C(=O)NC)N1N=CC(=C1)F